CC(C)(C)OC(=O)N[C@@H]1CCCNC1 (R)-3-boc-aminopiperidine